C(CCC=CCCC=CCCC)O dodeca-4,8-dien-1-ol